C1(=CC=C(C=C1)OCC1OC1)C1=CC=CC=C1 2-{[([1,1'-biphenyl]-4-yl)oxy]methyl}oxirane